2-(4-methoxyphenyl)propane-1,3-diol COC1=CC=C(C=C1)C(CO)CO